CC1(CCC=2C(=NNC2C1)C=1NC2=CC(=CC=C2C1)C(=O)N1C(CN(CC1)C(=O)OC(C)(C)C)(C)C)C tert-butyl 4-[2-(6,6-dimethyl-4,5,6,7-tetrahydro-1H-indazol-3-yl)-1H-indole-6-carbonyl]-3,3-dimethylpiperazine-1-carboxylate